4,6-dimethoxypyrimidine-5-carboxylic acid COC1=NC=NC(=C1C(=O)O)OC